C(CCC)S(=O)(=O)N1CC(CC1)N1C(=NC=2C1=C1C(=NC2)N(C=C1)S(=O)(=O)C1=CC=CC=C1)C(C)O 1-(1-(1-(butylsulfonyl)pyrrolidin-3-yl)-6-(benzenesulfonyl)-1,6-dihydroimidazo[4,5-d]pyrrolo[2,3-b]pyridin-2-yl)ethanol